CC1=C(C=C(C(=C1)C1=C(C=C(C(=C1)C)C1=CC=C(C=C1)C(=O)OC)C)C)C1=CC=C(C=C1)C(=O)OC 2',2'',5',5''-tetramethyl-[1,1':4',1'':4'',1'''-Quaterphenyl]-4,4'''-dicarboxylic acid, 4,4'''-dimethyl ester